(S)-3-(3-(2-(5H-Pyrrolo[2,3-b]pyrazin-7-yl)thiazol-4-yl)phenyl)-3-hydroxy-1-methylpyrrolidin-2-one N1=C2C(=NC=C1)NC=C2C=2SC=C(N2)C=2C=C(C=CC2)[C@@]2(C(N(CC2)C)=O)O